4,5-dichloro-2-(4,4-difluoroazepan-1-yl)-N-(4-fluoro-3-(N'-hydroxyamidino)phenyl)benzamide ClC1=CC(=C(C(=O)NC2=CC(=C(C=C2)F)C(N)=NO)C=C1Cl)N1CCC(CCC1)(F)F